COC1=NC(=NC2=C1N=CN2[C@H]3C[C@@H]([C@H](O3)CO)O)N O6-methyldeoxyguanosine